9,9',9''-(4-(3,4-bis(2,6-diphenylpyrimidin-4-yl)phenyl)pyridine-2,3,6-triyl)tris(3-(tert-butyl)-9H-carbazole) C1(=CC=CC=C1)C1=NC(=CC(=N1)C=1C=C(C=CC1C1=NC(=NC(=C1)C1=CC=CC=C1)C1=CC=CC=C1)C1=C(C(=NC(=C1)N1C2=CC=CC=C2C=2C=C(C=CC12)C(C)(C)C)N1C2=CC=CC=C2C=2C=C(C=CC12)C(C)(C)C)N1C2=CC=CC=C2C=2C=C(C=CC12)C(C)(C)C)C1=CC=CC=C1